Ethyl (±)-3-hydroxyhexanoate O[C@@H](CC(=O)OCC)CCC |r|